1,3-Diisocyanatobenzol N(=C=O)C1=CC(=CC=C1)N=C=O